(R)-3-[2-(2-methoxy-4-chlorobenzoyl)-1,2,3,4-tetrahydroisoquinolin-5-yl]-3-(7-methoxy-1-methyl-1H-benzo[d][1,2,3]triazol-5-yl)propanoic acid COC1=C(C(=O)N2CC3=CC=CC(=C3CC2)[C@H](CC(=O)O)C2=CC3=C(N(N=N3)C)C(=C2)OC)C=CC(=C1)Cl